C(C)(C)(C)OC(=O)NCCCC[C@H](NC([C@@H](NC(COCC(NCCOCCOCCOCCOCCOCCOCCOCCOCCNC(CCCC#CC=1C=NC(=NC1)SC)=O)=O)=O)C(C)C)=O)C(=O)O N6-(tert-butoxycarbonyl)-N2-((39-(2-(methylthio)pyrimidin-5-yl)-5,34-dioxo-3,9,12,15,18,21,24,27,30-nonaoxa-6,33-diazanonatriacontan-38-ynoyl)-L-valyl)-L-lysine